1-N-[2-[4-(hydroxymethyl)cyclohexyl]-6-(1-hydroxy-1-methyl-ethyl)indazol-5-yl]imidazo[1,5-a]pyrimidine-8-carboxamide OCC1CCC(CC1)N1N=C2C=C(C(=CC2=C1)N1C=2N(C=CC1)C=NC2C(=O)N)C(C)(C)O